C(C)OC(=O)C=1NC2=C(C=C(C=C2C1)Cl)Cl 5,7-dichloro-1H-indole-2-carboxylic acid ethyl ester